methyl 3-(2-(2-((tert-butoxycarbonyl)amino)ethyl)phenyl)propanoate C(C)(C)(C)OC(=O)NCCC1=C(C=CC=C1)CCC(=O)OC